2-methyl-N-[1-[3-(4-methyl-5-oxo-1,3,4-oxadiazin-2-yl)pyrazin-2-yl]ethyl]propane-2-sulfinamide CC(C)(C)S(=O)NC(C)C1=NC=CN=C1C=1OCC(N(N1)C)=O